C(C(=C)C)(=O)NCCC[N+](C)(C)C.C(C=C)(=O)NCCCN(C)C acrylamidopropyl-dimethyl-amine, methacrylamidopropyl-trimethyl-ammonium salt